1-((1r,3r)-3-((5-(3-fluoroimidazo[1,2-a]pyridin-6-yl)-7H-pyrrolo[2,3-d]pyrimidin-2-yl)amino)-1-methylcyclobutyl)pyrrolidin-2-one FC1=CN=C2N1C=C(C=C2)C2=CNC=1N=C(N=CC12)NC1CC(C1)(C)N1C(CCC1)=O